(3S,5R)-tert-Butyl 3-((tert-butyldimethylsilyl)oxy)-5-((7-trityl-7H-pyrrolo[2,3-d]pyrimidin-4-yl)amino)piperidine-1-carboxylate [Si](C)(C)(C(C)(C)C)O[C@@H]1CN(C[C@@H](C1)NC=1C2=C(N=CN1)N(C=C2)C(C2=CC=CC=C2)(C2=CC=CC=C2)C2=CC=CC=C2)C(=O)OC(C)(C)C